2,4-dichlorophenyl ethylene oxide ClC1=C(C=CC(=C1)Cl)C1CO1